1,6-dichloro-2-naphthaldehyde ClC1=C(C=CC2=CC(=CC=C12)Cl)C=O